C1([C@H](O)[C@@H](O)[C@H](O)[C@H](O1)CO)OC(CO)CO 2-O-D-glucopyranosylglycerol